o-nitrobenzyl alcoholate [N+](=O)([O-])C1=C(C[O-])C=CC=C1